8-Oxa-2-aza-spiro[4.5]decane-2-carboxylic acid [4-methoxy-7-(3-methylamino-phenyl)-thiazolo[4,5-c]pyridin-2-yl]-amide COC1=NC=C(C2=C1N=C(S2)NC(=O)N2CC1(CC2)CCOCC1)C1=CC(=CC=C1)NC